4-(aminomethyl)-6-(imidazo[1,2-a]pyrazin-5-yl)phthalazin-1(2H)-one NCC1=NNC(C2=CC=C(C=C12)C1=CN=CC=2N1C=CN2)=O